2-(3-chlorophenoxy)-N-{3-[2-(3,4-dichlorophenoxy)acetylamino]-bicyclo[1.1.1]pentan-1-yl}acetamide ClC=1C=C(OCC(=O)NC23CC(C2)(C3)NC(COC3=CC(=C(C=C3)Cl)Cl)=O)C=CC1